O=C1NC2C(C2C=C1)(C(=O)[O-])C1=CC=CC=C1 3-oxo-7-phenyl-2-azabicyclo[4.1.0]hept-4-ene-7-carboxylate